C(C=C)(=O)N1[C@H](CN(CC1)C=1C2=C(N=C(N1)OC[C@H]1N(C[C@@H](C1)F)C)C(=C(N=C2)C2=CC=CC=1CCCCC21)F)CC#N 2-((S)-1-acryloyl-4-(8-fluoro-2-(((2S,4R)-4-fluoro-1-methylpyrrolidin-2-yl)methoxy)-7-(5,6,7,8-tetrahydronaphthalen-1-yl)pyridino[4,3-d]pyrimidin-4-yl)piperazin-2-yl)acetonitrile